BrC(=C(C)C)C1C2=CC=C(C=C2C=2C=C(C=CC12)C(C)(C)C)C(C)(C)C 9-(1-Bromo-2-methylprop-1-en-1-yl)-3,6-di-tert-butyl-9H-fluorene